1-bromo-4-iodo-benzene BrC1=CC=C(C=C1)I